C(C=CCCCC)C(=O)[O-] hept-2-ene-carboxylate